C(C)(C)[Si](OC(=O)CNCCC[Si](OC)(OC)OC)(C(C)C)C(C)C N-(triisopropylsiloxycarbonyl)methyl-3-aminopropyltrimethoxysilane